CCN(CC)C(=O)C1=CC(=C(C=C1)N)N 3,4-diamino-N,N-diethylbenzamide